S1C(=CC=C1)C=1C=C(N=C2C3CCN(C12)CC3)N3N=C(N=C3N)NC3=CC(=C(C=C3)N3CCC(CC3)N3CCCC3)F 1-(1,4-ethano-8-thiophen-2-yl-1,2,3,4-tetrahydro-1,5-naphthyridin-6-yl)-N3-(3-fluoro-4-(4-(pyrrolidin-1-yl)piperidin-1-yl)phenyl)-1H-1,2,4-triazole-3,5-diamine